FC=1C(=C2C(C(=CN(C2=NC1)C=1SC=CN1)C(=O)O)=O)C 6-fluoro-5-methyl-4-oxo-1-(1,3-thiazol-2-yl)-1,4-dihydro-1,8-naphthyridine-3-carboxylic acid